2-[(4-bromo)-phenylalanyl]-3-(4-benzyloxyphenyl)-propionic acid BrC1=CC=C(C[C@H](N)C(=O)C(C(=O)O)CC2=CC=C(C=C2)OCC2=CC=CC=C2)C=C1